diammonium carbonate C([O-])([O-])=O.[NH4+].[NH4+]